[Si](C)(C)(C(C)(C)C)OC=1C=C(N)C=CC1 3-((Tert-Butyldimethylsilyl)oxy)aniline